(2'-aminobiphenyl-2-yl)palladium methanesulfonate CS(=O)(=O)[O-].NC1=C(C=CC=C1)C1=C(C=CC=C1)[Pd+]